1-METHYL-4-PIPERIDINECARBALDEHYDE HYDROCHLORIDE Cl.CN1CCC(CC1)C=O